4-allyl-6-bromopyrocatechol di(2-ethylhexanoate) C(C)C(C(=O)OC=1C(OC(C(CCCC)CC)=O)=CC(=CC1Br)CC=C)CCCC